The molecule is a branched amino hexasaccharide consisting of a linear sequence of N-acetyl-alpha-neuraminyl, beta-D-galactosyl, N-acetyl-beta-D-glucosaminyl, beta-D-galactosyl and N-acetyl-beta-D-glucosaminyl residues, linked (2->3), (1->4), (1->3) and (1->4), to the non-terminal N-acetyl-beta-D-glucosaminyl residue of which is also linked (1->3) an alpha-L-fucosyl residue. It has a role as an epitope. It is an amino hexasaccharide and a glucosamine oligosaccharide. C[C@H]1[C@H]([C@H]([C@@H]([C@@H](O1)O[C@@H]2[C@H]([C@@H](O[C@@H]([C@H]2O[C@H]3[C@@H]([C@H]([C@H]([C@H](O3)CO)O)O[C@@]4(C[C@@H]([C@H]([C@@H](O4)[C@@H]([C@@H](CO)O)O)NC(=O)C)O)C(=O)O)O)CO)O[C@H]5[C@H]([C@H](O[C@H]([C@@H]5O)O[C@@H]6[C@H](O[C@H]([C@@H]([C@H]6O)NC(=O)C)O)CO)CO)O)NC(=O)C)O)O)O